CC1=CC=CC(=N1)N1C=C(C(C2=CC(=C(C(=C12)Cl)N1CCNCC1)F)=O)C(=O)O 1-(6-methyl-2-pyridyl)-8-chloro-6-fluoro-1,4-dihydro-7-piperazinyl-4-oxo-3-quinolinecarboxylic acid